4-(8-amino-1-(4-((4-cyanopyridin-2-yl)carbamoyl)-2-fluorophenyl)imidazo[1,5-a]pyrazin-3-yl)cubane-1-carboxylic acid NC=1C=2N(C=CN1)C(=NC2C2=C(C=C(C=C2)C(NC2=NC=CC(=C2)C#N)=O)F)C21C3C4C5(C(C24)C1C53)C(=O)O